Suberate C(CCCCCCC(=O)[O-])(=O)[O-]